C(C)(CC)O[SiH](C=C)C=C s-butoxydivinylsilane